BrC1=CC(=C(C(=N1)[C@@]([C@H](C(=O)OCC)F)(C)N[S@](=O)C(C)(C)C)F)[Si](CC)(CC)CC (2R,3R)-ethyl 3-(6-bromo-3-fluoro-4-(triethylsilyl)pyridin-2-yl)-3-((R)-1,1-dimethylethylsulfinamido)-2-fluorobutanoate